tri-(2-ethyl-3-methyl-butyl)-aluminum C(C)C(C[Al](CC(C(C)C)CC)CC(C(C)C)CC)C(C)C